C1(=CC=CC=C1)C1=CC=C(C2=C1C1=C(O2)C=2C=CC=CC2C=C1)C1=CC=CC=C1 7,10-diphenylnaphtho[1,2-b]benzofuran